4-(4-Fluorophenyl)-2-methoxy-6-(pyridin-3-yl)pyridine-3-carbonitrile FC1=CC=C(C=C1)C1=C(C(=NC(=C1)C=1C=NC=CC1)OC)C#N